4-((((2S,4S)-2-(4-(1H-pyrazol-5-yl)benzyl)-4-hydroxypyrrolidin-2-yl)methyl)amino)-5-chloro-2-fluoro-N-(thiazol-2-yl)benzenesulfonamide N1N=CC=C1C1=CC=C(C[C@@]2(NC[C@H](C2)O)CNC2=CC(=C(C=C2Cl)S(=O)(=O)NC=2SC=CN2)F)C=C1